CC1(CCOCC1)NC1=NC=C2N=C(N(C2=N1)CCC1CNCC1)NC1=CC(=CC=C1)C(F)(F)F N2-(4-methyltetrahydro-2H-pyran-4-yl)-9-(2-(pyrrolidin-3-yl)ethyl)-N8-(3-(trifluoromethyl)phenyl)-9H-purine-2,8-diamine